O=C(CC1CCCC2=C(SC(=C21)C2=NOC(C2)(C(F)(F)F)C2=CC(=C(C(=C2)Cl)Cl)Cl)C(=O)N)NCC#C (2-oxo-2-(prop-2-ynylamino)ethyl)-3-(5-(3,4,5-trichlorophenyl)-5-(trifluoromethyl)-4,5-dihydroisoxazol-3-yl)-4,5,6,7-tetrahydrobenzo[c]thiophene-1-carboxamide